(S)-3-Amino-N-(isoquinolin-6-yl)-2-phenylpropanamide dihydrochloride Cl.Cl.NC[C@@H](C(=O)NC=1C=C2C=CN=CC2=CC1)C1=CC=CC=C1